2,2'-azobis-(2-methylbutyronitrile) N(=NC(C#N)(CC)C)C(C#N)(CC)C